racemic-4-(1-(4-iodo-1H-pyrazol-1-yl)ethyl)pyridine IC=1C=NN(C1)[C@H](C)C1=CC=NC=C1 |r|